1-amino-4-((tert-butoxycarbonyl)amino)-3-fluoropyridin-1-ium 2,4-dinitrophenolate [N+](=O)([O-])C1=C(C=CC(=C1)[N+](=O)[O-])[O-].N[N+]1=CC(=C(C=C1)NC(=O)OC(C)(C)C)F